OCCCCC=1C(NC(=NC1C)N)=O 5-(4-hydroxybutyl)-6-methylisocytosine